FC1=C(C=CC(=C1)C1(CC1)NC(O[C@@H]1CN2CCC1CC2)=O)C2=CC=C(C=C2)F (S)-1-azabicyclo[2.2.2]oct-3-yl [1-(2,4'-difluorobiphenyl-4-yl)cyclopropyl]carbamate